3-(9H-carbazole-9-yl)propane C1=CC=CC=2C3=CC=CC=C3N(C12)CCC